FC(COC=1C(=NC(=NC1OC)NS(=O)(=O)C1=CNC2=CC(=CC=C12)F)OC)F N-[5-(2,2-difluoroethoxy)-4,6-dimethoxy-pyrimidin-2-yl]-6-fluoro-1H-indole-3-sulfonamide